2-((2,6-dimethylbenzyl)amino)-2-oxoacetic acid CC1=C(CNC(C(=O)O)=O)C(=CC=C1)C